2-(2-ethoxy-1-imino-2-oxoethyl)hydrazine-1-carboxylic acid tert-butyl ester C(C)(C)(C)OC(=O)NNC(C(=O)OCC)=N